2-chloro-N,N-dimethyl-4-(2-methyl-4-(1-((R or S)-3,3,3-trifluoro-2-hydroxy-2-phenylpropanoyl)piperidin-4-yl)pentyloxy)benzamide ClC1=C(C(=O)N(C)C)C=CC(=C1)OCC(CC(C)C1CCN(CC1)C([C@@](C(F)(F)F)(C1=CC=CC=C1)O)=O)C |o1:25|